BrCC#CC 1-bromobut-2-yne